(Z)-1-(4-((2,4-dioxothiazolidin-5-ylidene)methyl)phenyl)-3-(4-(trifluoromethoxy)phenyl)urea O=C1S\C(\C(N1)=O)=C/C1=CC=C(C=C1)NC(=O)NC1=CC=C(C=C1)OC(F)(F)F